C(CCCCCCCCCCCCC)(=O)NCCC[N+](C)(C)[O-] myristoylaminopropyl-dimethylamine oxide